(2-Bromopyridin-4-yl)-1-(pyridin-2-yl)ethan-1-one BrC1=NC=CC(=C1)CC(=O)C1=NC=CC=C1